C(C)(C)(C)C1=CC=C(C(=O)NCC=2C=C3CN(C(C3=CC2)=O)C2C(NC(CC2)=O)=O)C=C1 4-(tert-butyl)-N-((2-(2,6-dioxopiperidin-3-yl)-1-oxoisoindolin-5-yl)methyl)benzamide